C1(=CC=CC=C1)NC1=NC=CC(=N1)C(=O)N1CCN(CC1)C(=O)OC(C)(C)C tert-Butyl 4-(2-(phenylamino)pyrimidine-4-carbonyl)piperazine-1-carboxylate